CC(C(=O)O)(CNC)C 2,2-dimethyl-3-(methylamino)propionic acid